2-(4-cyano-1H-indole-2-carbonyl)-hexahydro-1H-cyclopenta[c]pyrrole-1-carboxamide C(#N)C1=C2C=C(NC2=CC=C1)C(=O)N1C(C2C(C1)CCC2)C(=O)N